[Na+].[Na+].[Cr](C(CO)C1=CC=CC=C1)(=O)[O-].[Cr](C(CO)C1=CC=CC=C1)(=O)[O-] chromatropic acid disodium salt